(4R,5'S,7a'R)-5'-(3-fluorophenyl)-1-(3-fluoropyridine-2-carbonyl)-2-methyl-tetrahydro-3'H-spiro-[piperidine-4,2'-pyrrolo[2,1-b][1,3]-oxazol]-3'-one FC=1C=C(C=CC1)[C@@H]1CC[C@H]2O[C@@]3(C(N21)=O)CC(N(CC3)C(=O)C3=NC=CC=C3F)C